(5R)-3,3-difluoro-5-(3-methyl-2-oxopyrrolidin-1-yl)piperidine-1-carboxylic acid 4-chlorophenyl ester ClC1=CC=C(C=C1)OC(=O)N1CC(C[C@H](C1)N1C(C(CC1)C)=O)(F)F